2-(4-amino-4-methylpiperidin-1-yl)-5-(2-chloro-3-methylphenyl)-6-methylpyrimidine-4-carbonitrile NC1(CCN(CC1)C1=NC(=C(C(=N1)C#N)C1=C(C(=CC=C1)C)Cl)C)C